C(C1=CC=CC=C1)(=O)NC1=CC(=NN1C)C1=CC=C(C=C1)NC(=O)C1=C(COCCNC(OC(C)(C)C)=O)C=CC=C1 tert-butyl (2-((2-((4-(5-benzamido-1-methyl-1H-pyrazol-3-yl)phenyl)carbamoyl)benzyl)oxy)ethyl)carbamate